8-(2-Oxabicyclo[2.1.1]hexan-1-carbonyl)-N-(4-fluoro-3-methylphenyl)-2-methyl-5,5a,6,7,8,9,9a,10-octahydro-2H-pyrido[4,3-f]pyrrolo[3,4-b][1,4,5]oxathiazocin-1-carboxamid-4,4-dioxid C12(OCC(C1)C2)C(=O)N2CC1C(NS(C=3C(OC1)=C(N(C3)C)C(=O)NC3=CC(=C(C=C3)F)C)(=O)=O)CC2